C1(CCCCC1)C(C(=O)NC1CCCCC1)N1C(=NC2=C1C=CC=C2)C2=CC(=C(C=C2)OC)C 2,N-dicyclohexyl-2-[2-(4-methoxy-3-methyl-phenyl)-benzimidazol-1-yl]-acetamide